3-(2-Aminoethoxy)aniline NCCOC=1C=C(N)C=CC1